ClC=1C=C(C=CC1)[C@H](CCN(C(C(=O)OCC)C1=C(C(=CC=C1)C)C1CCC(CC1)OC(F)(F)F)C)CCCN1CCCCC1 ethyl 2-(((S)-3-(3-chlorophenyl)-6-(piperidin-1-yl)hexyl)(methyl)amino)-2-(3-methyl-2-((1r,4S)-4-(trifluoromethoxy)cyclohexyl)phenyl)acetate